di-tert-butyl (2S,4R)-4-((6-cyano-2H-indazol-7-yl)oxy)pyrrolidine-1,2-dicarboxylate C(#N)C=1C=CC2=CNN=C2C1O[C@@H]1C[C@H](N(C1)C(=O)OC(C)(C)C)C(=O)OC(C)(C)C